(R)-6-(4-(3-(4-chloro-3-fluorophenyl)-1-((tetrahydrofuran-3-yl)methyl)-1H-pyrrolo[2,3-b]pyridine-6-carbonyl)-3,3-dimethylpiperazin-1-yl)-2,4-dimethylnicotinic acid ClC1=C(C=C(C=C1)C1=CN(C2=NC(=CC=C21)C(=O)N2C(CN(CC2)C2=NC(=C(C(=O)O)C(=C2)C)C)(C)C)C[C@@H]2COCC2)F